4-(2,4-difluorophenyl)-7-(4-methoxyphenyl)-2-(2-(2-propenoyl)-2,6-diazaspiro[3.4]octan-6-yl)-5,6,7,8-tetrahydro-1,7-naphthyridine-3-carbonitrile FC1=C(C=CC(=C1)F)C1=C(C(=NC=2CN(CCC12)C1=CC=C(C=C1)OC)N1CC2(CN(C2)C(C=C)=O)CC1)C#N